CC(C)N(CCO)C(C)C N,N-diisopropylaminoethanol